(S,E)-4-morpholino-N-(5-(3-(1-oxo-1-((5-(trifluoromethyl)thiazol-2-yl)amino)propan-2-yl)phenyl)pyrazin-2-yl)but-2-enamide O1CCN(CC1)C/C=C/C(=O)NC1=NC=C(N=C1)C1=CC(=CC=C1)[C@@H](C(NC=1SC(=CN1)C(F)(F)F)=O)C